(S)-1-(6-cyclopropyl-5-methylpyridin-3-yl)-3-(3-(1-((2-ethyl-2H-pyrazolo[3,4-b]pyrazin-6-yl)amino)ethyl)phenyl)urea C1(CC1)C1=C(C=C(C=N1)NC(=O)NC1=CC(=CC=C1)[C@H](C)NC=1C=NC=2C(N1)=NN(C2)CC)C